C1(CC1)NC1=NC(=NC=C1C(=O)N)NC1=CC2=C(OC[C@H](CN2)OCCOCCOC)C=C1 4-(cyclopropylamino)-2-(((S)-2,3,4,5-tetrahydro-3-(2-(2-methoxyethoxy)ethoxy)benzo[b][1,4]oxazepin-7-yl)amino)pyrimidine-5-carboxamide